1-((1S,4S)-5-(4-((4-(difluoromethoxy)-2-fluoro-3-methylphenyl)amino)pyrido[3,2-d]pyrimidin-6-yl)-2,5-diazabicyclo[2.2.1]heptan-2-yl)prop-2-en-1-one FC(OC1=C(C(=C(C=C1)NC=1C2=C(N=CN1)C=CC(=N2)N2[C@@H]1CN([C@H](C2)C1)C(C=C)=O)F)C)F